S(=O)(=O)([O-])C(C1=CC=CC=C1)=NNC1=NC=C(C(=O)O)C=C1 6-(2-(sulfonatobenzylidene)hydrazino)nicotinic acid